O1C(=CC=C1)C(C1=CNC2=CC=CC=C12)C1=CNC2=CC=CC=C12 3,3'-(furan-2-ylmethylene)bis(1H-indole)